tris(2-phenyl-4-methylquinoline) iridium (III) [Ir+3].C1(=CC=CC=C1)C1=NC2=CC=CC=C2C(=C1)C.C1(=CC=CC=C1)C1=NC2=CC=CC=C2C(=C1)C.C1(=CC=CC=C1)C1=NC2=CC=CC=C2C(=C1)C